4-phenylmethylene-2,6-di-tert-butyl1,10-phenanthroline C1(=CC=CC=C1)C=C1CC(=NC2=C3N=CC=CC3=C(C=C12)C(C)(C)C)C(C)(C)C